(R)-6-(4-chlorobenzyl)-9-isopropyl-2-(1-methyl-1H-pyrazol-4-yl)-2,6,9-triazaspiro[4.5]decane-7,10-dione ClC1=CC=C(CN2[C@@]3(CCN(C3)C=3C=NN(C3)C)C(N(CC2=O)C(C)C)=O)C=C1